CN(C1(CCC2(CN(C(N2)=O)CCC2=CC=CC=C2)CC1)C1=CC=CC=C1)C cis-8-dimethylamino-8-phenyl-3-(2-phenyl-ethyl)-1,3-diazaspiro[4.5]decan-2-one